5-cyclopropyl-2,5,6,7-tetrahydro-4H-pyrrolo[3,4-c]pyridin-4-one C1(CC1)N1C(C=2C(CC1)=CNC2)=O